C1(=CC=CC=C1)C1=C(C=C(C=C1)C1=CC=CC=C1)C1=CC=C(C=C1)NC1=CC=C(C=C1)C1=CC2=CC=CC=C2C=C1 (2',5'-diphenyl-biphenyl-4-yl)-(4-naphthalene-2-yl-phenyl)-amine